2-methylfumaryl-CoA C/C(/C(=O)SCCNC(CCNC([C@@H](C(COP(OP(OC[C@@H]1[C@H]([C@H]([C@@H](O1)N1C=NC=2C(N)=NC=NC12)O)OP(=O)(O)O)(=O)O)(=O)O)(C)C)O)=O)=O)=C\C(=O)O